(R)-[1,1'-binaphthyl]-2,2'-dicarboxaldehyde C=1(C(=CC=C2C=CC=CC12)C=O)C=1C(=CC=C2C=CC=CC12)C=O